(E)-N-(5-((4-(1H-indol-3-yl)-5-(trifluoromethyl)pyrimidin-2-yl)amino)-2-fluoro-4-methoxyphenyl)-4-(dimethylamino)but-2-enamide N1C=C(C2=CC=CC=C12)C1=NC(=NC=C1C(F)(F)F)NC=1C(=CC(=C(C1)NC(\C=C\CN(C)C)=O)F)OC